BrC1=C(C=CC(=C1)C)NC(C1=CC=C(C=C1)S(NC1=CC=C(C=C1)C)(=O)=O)=O N-(2-bromo-4-methylphenyl)-4-(N-(p-tolyl)sulfamoyl)benzamide